S1C(NC(C1)C(=O)O)C(=O)O thiazolidine-2,4-dicarboxylic acid